(S)-N-((S)-1-(4-bromothiophen-2-yl)ethyl)-2-methylpropan-2-sulfinamide BrC=1C=C(SC1)[C@H](C)N[S@@](=O)C(C)(C)C